BrC=1N=C(N(N1)C1=NC=CC=N1)C(C)NC1=NN(C2=C(C=C(C=C12)C(F)(F)F)Cl)C N-[1-(5-bromo-2-pyrimidin-2-yl-1,2,4-triazol-3-yl)ethyl]-7-chloro-1-methyl-5-(trifluoromethyl)indazol-3-amine